[Na].CC(CC)S(=O)O Methyl-propane-1-sulfinic acid sodium